N=1N2C(=NC1C1CCN(CC1)C(=O)OCC1=CC=CC=C1)SC=C2 Benzyl 4-(thiazolo[3,2-b][1,2,4]triazol-2-yl)piperidine-1-carboxylate